CN1CN(CC1)CCN 2-(3-methylimidazolidin-1-yl)ethylamine